((3,4-Difluoro-2-methoxyphenyl)sulfonyl)-L-proline FC=1C(=C(C=CC1F)S(=O)(=O)N1[C@@H](CCC1)C(=O)O)OC